6'-(4-{2-[3-(pyrimidin-5-yl)phenyl]acetamido}butoxy)-2',3'-dihydrospiro[cyclohexane-1,1'-indene]-4-carboxylic acid N1=CN=CC(=C1)C=1C=C(C=CC1)CC(=O)NCCCCOC1=CC=C2CCC3(C2=C1)CCC(CC3)C(=O)O